((R)-1-((1S,2R,4R)-7-oxabicyclo[2.2.1]heptane-2-carboxamido)-2-(7-chloro-benzofuran-3-yl)ethyl)boronic acid [C@@H]12[C@@H](C[C@@H](CC1)O2)C(=O)N[C@@H](CC2=COC1=C2C=CC=C1Cl)B(O)O